C[C@H]([C@@H](C(=O)[O-])NC(=O)NC1=C2C(=NC=N1)N(C=N2)[C@H]3[C@@H]([C@@H]([C@H](O3)CO)O)O)O The molecule is a hydroxy monocarboxylic acid anion that is the conjugate base of N-[(9-beta-D-ribofuranosylpurin-6-yl)carbamoyl]threonine, obtained by deprotonation of the carboxy group; major species at pH 7.3. It has a role as an Escherichia coli metabolite and a human metabolite. It is a conjugate base of a N-[(9-beta-D-ribofuranosylpurin-6-yl)carbamoyl]threonine.